C(CCCCC)OCC(CO)O 3-(hexyloxy)-1,2-propanediol